FC1=C(C=C(C(=C1)C(F)(F)F)F)NS(=O)(=O)C1=CNC(=C1)C1=NC=C(C=C1)OC N-[2,5-difluoro-4-(trifluoromethyl)phenyl]-5-(5-methoxy-2-pyridyl)-1H-pyrrole-3-sulfonamide